trifluoromethyl-(trifluoromethyl)silane FC(F)(F)[SiH2]C(F)(F)F